2-(1-((2-(3,5-dichlorophenyl)-6-((2-(4-(3-(methylsulfinyl)butyl)piperazin-1-yl)pyrimidin-5-yl)oxy)pyridin-4-yl)methyl)piperidin-4-yl)acetic acid ClC=1C=C(C=C(C1)Cl)C1=NC(=CC(=C1)CN1CCC(CC1)CC(=O)O)OC=1C=NC(=NC1)N1CCN(CC1)CCC(C)S(=O)C